C1(CCC1)N1CC=2N(CC1)N=C(C2)CO (5-cyclobutyl-4,5,6,7-tetrahydropyrazolo[1,5-a]pyrazin-2-yl)methanol